NC=1N=CN(C(C1C(=O)NC=1C=C(C=NC1)CN(C(OC(C)(C)C)=O)CC)=O)C1=C(C=C(C=C1Cl)C=1OC=CN1)Cl tert-butyl ((5-(4-amino-1-(2,6-dichloro-4-(oxazol-2-yl)phenyl)-6-oxo-1,6-dihydropyrimidine-5-carboxamido)pyridin-3-yl)methyl)(ethyl)carbamate